Methyl 2-cyano-4-(2,3-dimethylphenyl)benzoate C(#N)C1=C(C(=O)OC)C=CC(=C1)C1=C(C(=CC=C1)C)C